N-(4-((3-chloro-4-fluorophenyl)amino)-7-(3-(4-(2-((2-(2,6-dioxopiperidin-3-yl)-1,3-dioxoisoindolin-4-yl)amino)ethyl)piperazin-1-yl)propoxy)quinazolin-6-yl)acrylamide ClC=1C=C(C=CC1F)NC1=NC=NC2=CC(=C(C=C12)NC(C=C)=O)OCCCN1CCN(CC1)CCNC1=C2C(N(C(C2=CC=C1)=O)C1C(NC(CC1)=O)=O)=O